(R)-5-[2-[tert-butyl(diphenyl)silyl]oxyethyl]-3-[(4-methoxyphenyl)methyl]oxazolidin-2-one [Si](C1=CC=CC=C1)(C1=CC=CC=C1)(C(C)(C)C)OCC[C@@H]1CN(C(O1)=O)CC1=CC=C(C=C1)OC